C(C)N1C(=CC(C2=CC=CC=C12)=C(C#N)C#N)C 2-(1-ethyl-2-methylquinoline-4(1H)-ylidene)malononitrile